(4aS,8aS)-octahydroquinoxalin-2(1H)-one N1C(CN[C@H]2CCCC[C@H]12)=O